methyl (2S)-2-[[(2S)-2-[(7-bromo-4-methoxy-1H-indole-2-carbonyl)amino]-3-cyclopropyl-propanoyl]amino]-3-[(3S)-2-oxo-3-piperidyl]propanoate BrC=1C=CC(=C2C=C(NC12)C(=O)N[C@H](C(=O)N[C@H](C(=O)OC)C[C@H]1C(NCCC1)=O)CC1CC1)OC